Decylacrylate C(CCCCCCCCC)OC(C=C)=O